(R or S)-1-cyclopentyl-4-(1-(6-phenylpyridin-3-yl)ethyl)piperazine-2,3-dione C1(CCCC1)N1C(C(N(CC1)[C@H](C)C=1C=NC(=CC1)C1=CC=CC=C1)=O)=O |o1:11|